2-(methyl((4-oxo-3,4-dihydroquinazolin-2-yl)methyl)amino)-N-(naphthalen-1-yl)acetamide CN(CC(=O)NC1=CC=CC2=CC=CC=C12)CC1=NC2=CC=CC=C2C(N1)=O